(2R,3R,11bR)-3-(2,2-dimethylpropyl)-10-methoxy-9-(2,2,2-trifluoroethoxy)-1H,2H,3H,4H,6H,7H,11bH-pyrido[2,1-a]isoquinolin-2-ol CC(C[C@H]1[C@@H](C[C@H]2N(CCC3=CC(=C(C=C23)OC)OCC(F)(F)F)C1)O)(C)C